3-methyl-1-(3-(4-methylpiperazin-1-yl)propyl)-6-nitro-1H-indazole CC1=NN(C2=CC(=CC=C12)[N+](=O)[O-])CCCN1CCN(CC1)C